5-(tert-butyl)-[1,1'-biphenyl]-3,4,6-d3-2-amine C(C)(C)(C)C1=C(C(=C(C(=C1[2H])C1=CC=CC=C1)N)[2H])[2H]